6-chloro-1,1,1-trifluorohexan-2-ol ClCCCCC(C(F)(F)F)O